CCCCCCCCCCCCCC/C=C\OC[C@H](COP(=O)([O-])OCC[N+](C)(C)C)OC(=O)CCCCC/C=C\C/C=C\C/C=C\C/C=C\CCCCC 1-(1Z-hexadecenyl)-2-(7Z,10Z,13Z,16Z-docosatetraenoyl)-glycero-3-phosphocholine